4-((3-(7-(((3S,4R)-3-fluoro-1-methylpiperidin-4-yl)amino)-3-vinylpyrazolo[1,5-a]pyridin-2-yl)prop-2-yn-1-yl)amino)-3-methoxybenzenesulfonamide F[C@H]1CN(CC[C@H]1NC1=CC=CC=2N1N=C(C2C=C)C#CCNC2=C(C=C(C=C2)S(=O)(=O)N)OC)C